4-bromo-6-fluoro-5-iodo-N,N-dimethyl-1H-indazol-7-amine BrC1=C2C=NNC2=C(C(=C1I)F)N(C)C